FC12CC(C1)(C2)C2=NNC(=C2)C(=O)OC Methyl 3-(3-fluorobicyclo[1.1.1]pentan-1-yl)-1H-pyrazole-5-carboxylate